2-((2-acetyl-1,2,3,4-tetrahydroisoquinolin-6-yl)amino)-8-cyclopentyl-7-oxo-7,8-dihydropyrido[2,3-d]pyrimidine-6-carbonitrile C(C)(=O)N1CC2=CC=C(C=C2CC1)NC=1N=CC2=C(N1)N(C(C(=C2)C#N)=O)C2CCCC2